(3,5-bis(trifluoromethyl)phenyl)methanol FC(C=1C=C(C=C(C1)C(F)(F)F)CO)(F)F